C(C)(=O)N[C@@H]1[C@H](CC(C([O-])=O)(O)O[C@H]1[C@H](O)[C@H](O)CO)O.[Na+] sodium N-acetylneuraminic acid salt